C1(CC1)NC(=O)C1=CC=C(C=C1)C1=CN(C=2C1=NC=C(C2)C=2C(=NOC2C)C)C2=C(C=C(C(=O)O)C=C2OCC)OCC 4-(3-(4-(cyclopropylcarbamoyl)phenyl)-6-(3,5-dimethylisoxazol-4-yl)-1H-pyrrolo[3,2-b]pyridin-1-yl)-3,5-diethoxybenzoic acid